2-(bicyclo[2.2.1]hept-5-en-2-ylmethyl)naphthalene C12C(CC(C=C1)C2)CC2=CC1=CC=CC=C1C=C2